(2R/S)-4-methylmorpholin CN1CCOCC1